BrC(CC(=O)NC1=CC=CC=C1)CCC1=CC=CC=C1 3-bromo-N,5-diphenylpentanamide